C(C)N1C=C(C(C2=CC(=C(C(=C12)F)N1CCC2(CCCOC2)CC1)F)=O)C(=O)O 1-ethyl-6-fluoro-8-fluoro-1,4-dihydro-7-(2-oxa-9-azaspiro[5.5]undec-9-yl)-4-oxo-3-quinolinecarboxylic acid